F[P-](F)(F)(F)(F)F.N1N=NC2=C1C=CC=C2O[P+](N(C)C)(N(C)C)N(C)C benzotriazolyl-oxytris(dimethylamino)-phosphonium hexafluorophosphate